5-fluoro-1-((2R,3S,4R,5R)-3-fluoro-4-hydroxy-5-(hydroxymethyl)-5-vinyltetrahydrofuran-2-yl)pyrimidine-2,4(1H,3H)-dione FC=1C(NC(N(C1)[C@@H]1O[C@]([C@H]([C@@H]1F)O)(C=C)CO)=O)=O